[(3R,4S)-4-[(3S)-3-(5-cyano-3-pyridyl)isoxazolidine-2-carbonyl]-3-fluoro-1-piperidyl]pyrimidine-4-carboxamide C(#N)C=1C=C(C=NC1)[C@H]1N(OCC1)C(=O)[C@H]1[C@H](CN(CC1)C1=NC=CC(=N1)C(=O)N)F